methyl 2-(4,6-dichloro-2-morpholinopyrimidin-5-yl)acetate ClC1=NC(=NC(=C1CC(=O)OC)Cl)N1CCOCC1